[4-[3-(trifluoromethyl)phenyl]sulfonylmorpholin-2-yl]benzothiophene FC(C=1C=C(C=CC1)S(=O)(=O)N1CC(OCC1)C=1SC2=C(C1)C=CC=C2)(F)F